1-Methylpiperidin-4-yl (5-(5,8-difluoro-4-oxo-3,4-dihydrophthalazin-1-yl)-1H-benzimidazol-2-yl)carbamate FC1=C2C(NN=C(C2=C(C=C1)F)C1=CC2=C(NC(=N2)NC(OC2CCN(CC2)C)=O)C=C1)=O